C1(=CC=CC=C1)SC1=CC=C(C=C1)[S+](C1=CC=C(C=C1)F)C1=CC=C(C=C1)F 4-(phenylthio)phenylbis(4-fluorophenyl)sulfonium